Cl.N1[C@H](CC1)C(=O)N (R)-azetidine-2-carboxamide hydrochloride